((((benzyloxy)carbonyl)-L-valinyl)oxy)butyric acid C(C1=CC=CC=C1)OC(=O)N[C@@H](C(C)C)C(=O)OC(C(=O)O)CC